4'-methyl-8'-(methyl-d3)-5',8'-dihydro-6'H-spiro[cyclopropan-1,7'-pteridin]-6'-one CC1=NC=NC=2N(C3(C(NC12)=O)CC3)C([2H])([2H])[2H]